N-(4-fluorophenyl)-3-nitropyridin-2-amine FC1=CC=C(C=C1)NC1=NC=CC=C1[N+](=O)[O-]